C(C(=O)[O-])(=O)[O-].[Na+].[Na+] disodium oxalate